1-((3-((tert-butoxycarbonyl)amino)-5-(trifluoromethyl)phenyl)ethyl)-2,7-dimethyl-quinazolin C(C)(C)(C)OC(=O)NC=1C=C(C=C(C1)C(F)(F)F)CCN1C(N=CC2=CC=C(C=C12)C)C